(1R,2R)-2-((R)-1-(4,4-diethyl-2-imino-6-oxotetrahydropyrimidin-1(2H)-yl)-3-methoxypropyl)-N-((S)-2,2-dimethylchroman-4-yl)cyclopropanecarboxamide C(C)C1(NC(N(C(C1)=O)[C@H](CCOC)[C@H]1[C@@H](C1)C(=O)N[C@H]1CC(OC2=CC=CC=C12)(C)C)=N)CC